COC1=CC=C(CN(C2=NC=C(C=C2C=2C=C(C(=C(C2)NS(=O)(=O)CCC)OC)F)C2=NOC(=N2)N2CCOCC2)CC2=CC=C(C=C2)OC)C=C1 N-(5-(2-(bis(4-methoxybenzyl)amino)-5-(5-morpholino-1,2,4-oxadiazol-3-yl)pyridin-3-yl)-3-fluoro-2-methoxyphenyl)propane-1-sulfonamide